C(CC)N(CCCCCCCCCCCC)CCC N,N-dipropyldodecanamine